1-(1-((2-(Trimethylsilyl)ethoxy)methyl)-1H-benzo[d][1,2,3]triazol-6-yl)dihydro-pyrimidine-2,4(1H,3H)-dione C[Si](CCOCN1N=NC2=C1C=C(C=C2)N2C(NC(CC2)=O)=O)(C)C